ClC=1C(=C(CC(C2CCC(N2)=O)NC)C(=CC1O)OC)F 5-((3-chloro-2-fluoro-4-hydroxy-6-methoxybenzyl)methylaminomethyl)pyrrolidin-2-one